C(C1=CC=CC=C1)N1CC2(CCN(C2)C(CC=2N=C(SC2)C2=CC=CC=C2)=O)CCC1 1-{7-benzyl-2,7-diazaspiro[4.5]decan-2-yl}-2-(2-phenyl-1,3-thiazol-4-yl)ethan-1-one